(RS)-2,2-dimethoxy-6-(4-(methoxycarbonyl)phenyl)-7-azaspiro[3.5]nonane-7-carboxylic acid tert-butyl ester C(C)(C)(C)OC(=O)N1[C@H](CC2(CC(C2)(OC)OC)CC1)C1=CC=C(C=C1)C(=O)OC |r|